4-hydroxy-N-(4-(4-methylthiazol-5-yl)benzyl)pyrrolidine-2-carboxamide formate C(=O)O.OC1CC(NC1)C(=O)NCC1=CC=C(C=C1)C1=C(N=CS1)C